FC(C(=O)O)(F)F.CC=1N=C2N(C=C(N=C2C)NC(=O)C=2C=CC(=C3C=CN=NC23)N2CCNCC2)C1 N-{2,8-dimethylimidazo[1,2-a]pyrazin-6-yl}-5-(piperazin-1-yl)cinnoline-8-carboxamide 2,2,2-trifluoroacetate